OCC1CN2C(O1)=CC=N2 2-(hydroxymethyl)-2,3-dihydropyrazolo[5,1-b]oxazole